3-(5-((1-(4'-chloro-[1,1'-biphenyl]-2-carbonyl)azepan-4-yl)oxy)-1-oxoisoindolin-2-yl)piperidine-2,6-dione ClC1=CC=C(C=C1)C=1C(=CC=CC1)C(=O)N1CCC(CCC1)OC=1C=C2CN(C(C2=CC1)=O)C1C(NC(CC1)=O)=O